5-phenyl-5H-pyrimido[5,4-b]Indole C1(=CC=CC=C1)N1C2=C(C=3C=CC=CC13)N=CN=C2